(E)-2-(((tetrahydro-2H-pyran-2-yl)oxy)imino)-3-(4-(trifluoromethoxy)phenyl)propanoic acid O1C(CCCC1)O\N=C(\C(=O)O)/CC1=CC=C(C=C1)OC(F)(F)F